1-(dimethyl-2-propen-1-yl-silyl)-2-propanol C[Si](CC(C)O)(CC=C)C